F[C@H]1CN(CC1)C1=CC=2N(C=C1)C=C(N2)C2=CC=CC=C2 7-((R)-3-Fluoro-pyrrolidin-1-yl)-2-phenyl-imidazo[1,2-a]pyridine